(mercaptopropylthiomethyl)methane SCCCSCC